(S)-6-((4-((2-hydroxy-1-phenylethyl)amino)-5-(3-(pyridin-2-yl)-1,2,4-oxadiazol-5-yl)pyridin-2-yl)amino)-1-methyl-1,2-dihydro-3H-pyrazolo[3,4-b]pyridin-3-one OC[C@H](C1=CC=CC=C1)NC1=CC(=NC=C1C1=NC(=NO1)C1=NC=CC=C1)NC1=CC=C2C(=N1)N(NC2=O)C